COC=1C=C(C=C(C1)OC)N1N=C(C2=C1C=1C=C(C(=CC1OC2)OC)C2=NN(C=C2)C)C(=O)N(C)C(C)(CCO)C 1-(3,5-dimethoxyphenyl)-N-(4-hydroxy-2-methylbutan-2-yl)-7-methoxy-N-methyl-8-(1-methyl-1H-pyrazol-3-yl)-1,4-dihydrochromeno[4,3-c]pyrazole-3-carboxamide